N-(2-(3-ethylpiperazin-1-yl)pyrimidin-4-yl)-1H-indazol-5-amine C(C)C1CN(CCN1)C1=NC=CC(=N1)NC=1C=C2C=NNC2=CC1